N1N(N(C2=C1C=CC=C2)C(=O)O)C(=O)O Benzotriazole-2,3-dicarboxylic acid